FC1=CC=C(C(=O)OC)C=C1O Methyl 4-fluoro-5-hydroxybenzoate